O(O)C(CCCCCCCC=CC=CC(=O)[O-])CCCCC 13-Hydroperoxyoctadecadienoate